α,α-dibenzyl-β-propiolactone C(C1=CC=CC=C1)C1(C(=O)OC1)CC1=CC=CC=C1